beta-acetyl-alpha-chloroacrylic acid C(C)(=O)C=C(C(=O)O)Cl